C(CC)C1(C(=O)OCCCC1)CCC di-n-propyl-e-caprolactone